N-(5-chloropyridin-3-yl)-N-({5-[5-(difluoromethyl)-1,3,4-oxadiazol-2-yl]-1,3-thiazol-2-yl}methyl)-2-[(1R,4R)-2-oxa-5-azabicyclo[2.2.1]heptan-5-yl]ethane-1-sulfonamide ClC=1C=C(C=NC1)N(S(=O)(=O)CCN1[C@H]2CO[C@@H](C1)C2)CC=2SC(=CN2)C=2OC(=NN2)C(F)F